1-(2-((4-Methoxy-5-(quinoxalin-6-yl)pyrrolo[2,1-f][1,2,4]triazin-2-yl)amino)-7-azaspiro[3.5]nonan-7-yl)ethan-1-one COC1=NC(=NN2C1=C(C=C2)C=2C=C1N=CC=NC1=CC2)NC2CC1(C2)CCN(CC1)C(C)=O